4-((6,7-dichloro-1,2,3,4-tetrahydronaphthalen-2-yl)oxy)-1H-1,2,3-triazole-5-carboxylic acid 2,2,2-trifluoroacetate FC(C(=O)O)(F)F.ClC=1C=C2CCC(CC2=CC1Cl)OC=1N=NNC1C(=O)O